(1R,2S,3R,4S,5R)-3-((5-chloro-4-(4-fluoro-2-(2-hydroxypropan-2-yl)-1-isopropyl-1H-benzo[d]imidazol-6-yl)pyrimidin-2-yl)amino)-7,7-difluoro-6,8-dioxabicyclo[3.2.1]octan-4-d-2-ol ClC=1C(=NC(=NC1)N[C@H]1[C@@H]([C@@H]2C(O[C@H]([C@H]1[2H])O2)(F)F)O)C=2C=C(C1=C(N(C(=N1)C(C)(C)O)C(C)C)C2)F